butyl (1S,2S,5R)-2-((S)-1-((7-bromo-2,6-dichloro-8-fluoro-4-hydroxyquinazolin-5-yl)oxy)ethyl)-3,8-diazabicyclo[3.2.1]octane-8-carboxylate BrC1=C(C(=C2C(=NC(=NC2=C1F)Cl)O)O[C@@H](C)[C@@H]1[C@@H]2CC[C@H](CN1)N2C(=O)OCCCC)Cl